C(CCCCCCC)C(CO)CCCCCCCC 2-Octyldecan-1-ol